[Co]=O.[Sb].[Sn] tin antimony cobalt oxide